C(CCOCCOCCC(=O)O)(=O)O 4,7-dioxasebacic acid